COC(C(C1=CC(=CC=C1)C=1SC=CC1)(F)F)=O 2,2-difluoro-2-(3-thiophenylphenyl)acetic acid methyl ester